COCCN1CCN(CC1)C1=CC(=NC=C1)NC=1SC2=C(N1)C=C1C(=C2)OCO1 N-(4-(4-(2-methoxyethyl)piperazin-1-yl)pyridin-2-yl)-[1,3]dioxolo[4',5':4,5]benzo[1,2-d]thiazol-6-amine